5-amino-1,3-thiazole-2-carboxylate NC1=CN=C(S1)C(=O)[O-]